bis[1,3-bis(2,6-diisopropylphenyl)-4,5-dihydroimidazol-2-ylidene]chloro[3-phenylallyl]palladium (II) C(C)(C)C1=C(C(=CC=C1)C(C)C)N1C(N(CC1)C1=C(C=CC=C1C(C)C)C(C)C)=[Pd-4](CC=CC1=CC=CC=C1)(Cl)=C1N(CCN1C1=C(C=CC=C1C(C)C)C(C)C)C1=C(C=CC=C1C(C)C)C(C)C